FC1=C(C=CC(=C1F)OC)C1=CN=C2N1C=CN=C2NC2=CC(=C(C(=O)N1CCC(CC1)C(=O)NCC(CNC(=O)N)O)C=C2)C 1-(4-((3-(2,3-difluoro-4-methoxy-phenyl)imidazo[1,2-a]pyrazin-8-yl)amino)-2-methylbenzoyl)-N-(2-hydroxy-3-ureidopropyl)piperidine-4-carboxamide